2-amino-7-isopropyl-5-oxo-5H-chromeno[2,3-b]pyridine-3-carboxylic acid NC1=C(C=C2C(=N1)OC1=CC=C(C=C1C2=O)C(C)C)C(=O)O